Ethyl thiooxalate C(C(=O)[O-])(=S)OCC